Diethylphthalat C(C)OC(C=1C(C(=O)OCC)=CC=CC1)=O